C1(CCCCC1)C1=CC=C(C=C1)C(C)OC([C@@H](N)C(C)C)=O L-valine 1-(4-cyclohexylphenyl)ethyl ester